1-{1-[6-methyl-2-(morpholin-4-yl)-4-oxo-3,4-dihydroquinazolin-8-yl]ethyl}-2,4-dihydro-1H-3,1-benzoxazine-2,4-dione CC=1C=C2C(NC(=NC2=C(C1)C(C)N1C(OC(C2=C1C=CC=C2)=O)=O)N2CCOCC2)=O